3-((benzyloxy)methyl)-1,2,4-thiadiazole-5-carboxylic acid ethyl ester C(C)OC(=O)C1=NC(=NS1)COCC1=CC=CC=C1